N-[5-[3-[(4-methoxy-4-piperidyl)methoxy]-5-methyl-isoxazol-4-yl]pyrazolo[1,5-a]pyridin-2-yl]cyclopropanecarboxamide COC1(CCNCC1)COC1=NOC(=C1C1=CC=2N(C=C1)N=C(C2)NC(=O)C2CC2)C